3-(1-oxo-5-(((R)-1-(quinolin-6-ylmethyl)pyrrolidin-3-yl)oxy)isoindolin-2-yl)piperidine-2,6-dione O=C1N(CC2=CC(=CC=C12)O[C@H]1CN(CC1)CC=1C=C2C=CC=NC2=CC1)C1C(NC(CC1)=O)=O